O1C(=CC=C1)C1=NN2C(N=C(N=C2N)N2CC(CCC2)CN2CCN(CC2)C=2C=NC=CC2)=N1 2-(furan-2-yl)-5-(3-((4-(pyridin-3-yl)piperazin-1-yl)methyl)piperidin-1-yl)-[1,2,4]Triazolo[1,5-a][1,3,5]triazine-7-amine